C1(CCCCC1)C=1N=CC(=NC1)CN(C(=O)[C@@H]1N(CC1)S(=O)(=O)C1=C(C(=C(C(=C1F)F)F)F)F)C=1C=C2C=NN(C(C2=CC1)=O)CO (R)-N-((5-cyclohexylpyrazin-2-yl)methyl)-N-(2-(hydroxymethyl)-1-oxo-1,2-dihydrophthalazin-6-yl)-1-((perfluorophenyl)sulfonyl)azetidine-2-carboxamide